ClC1=NC=C(C(=C1)SC=1N=CC(=NC1)N1CCC2(CC1)[C@@H](C=1C(=NC=CC1)C2)N)C(F)(F)F (S)-1'-(5-((2-chloro-5-(trifluoro-methyl)pyridin-4-yl)thio)pyrazin-2-yl)-5,7-dihydro-spiro[cyclopenta[b]pyridine-6,4'-piperidin]-5-amine